N1=CN=C2NC=NC2=C1NC(C)C=1N(CC2=C(C=CC=C2C1)C)C1=C(C=CC=C1)C 3-(1-(9H-purin-6-ylamino)ethyl)-8-methyl-2-o-tolylisoquinolin